5-(benzyloxy)-1-bromo-3-chloro-2-(trifluoromethyl)benzene tert-butyl-(2-(1,4-dioxaspiro[4.5]dec-7-en-8-yl)thiazol-5-yl)carbamate C(C)(C)(C)N(C(O)=O)C1=CN=C(S1)C1=CCC2(OCCO2)CC1.C(C1=CC=CC=C1)OC=1C=C(C(=C(C1)Br)C(F)(F)F)Cl